trans-ethyl 2-fluoro-2-(((4-methoxybenzyl)oxy)methyl)cyclopropanecarboxylate F[C@]1([C@@H](C1)C(=O)OCC)COCC1=CC=C(C=C1)OC